N-[5-(4-cyano-2-methylphenyl)-1-trityl-1H-indazol-3-yl]-1-methylpiperidine-4-carboxamide C(#N)C1=CC(=C(C=C1)C=1C=C2C(=NN(C2=CC1)C(C1=CC=CC=C1)(C1=CC=CC=C1)C1=CC=CC=C1)NC(=O)C1CCN(CC1)C)C